6-((5'-fluoro-2-carbonyl-2H-[1,2'-bipyridinyl]-3-yl)amino)-N-((1R,2S)-2-fluorocyclopropyl)-8-((methyl-d3)amino)imidazo[1,2-b]pyridazine-3-carboxamide FC=1C=CC(=NC1)N1C(C(=CC=C1)NC=1C=C(C=2N(N1)C(=CN2)C(=O)N[C@H]2[C@H](C2)F)NC([2H])([2H])[2H])=C=O